N-(4-{[6-(5-chloro-2-fluorophenyl)-3-({[3-(hydroxymethyl)-2-oxooxolan-3-yl]methyl}(methyl)amino)pyridazin-4-yl]amino}pyridin-2-yl)-3-(4-methylpiperazin-1-yl)propanamide ClC=1C=CC(=C(C1)C1=CC(=C(N=N1)N(C)CC1(C(OCC1)=O)CO)NC1=CC(=NC=C1)NC(CCN1CCN(CC1)C)=O)F